C(=O)(OC(C)(C)C)N1C(CCCCC1)N (3R)-N-Boc-aminoazepane